8-Chloro-2-(1-(3,3-difluorocyclopentyl)-1H-pyrazol-4-yl)-7-((2-methyl-1H-benzo[d]imidazol-6-yl)oxy)quinoxaline ClC=1C(=CC=C2N=CC(=NC12)C=1C=NN(C1)C1CC(CC1)(F)F)OC=1C=CC2=C(NC(=N2)C)C1